BrC=1C(=C(C=C(C1)C(C)(CC(C)(C)C)C)N1N=C2C(=N1)C=CC=C2)OC 2-(3-bromo-2-methoxy-5-(2,4,4-trimethylpent-2-yl)phenyl)-2H-1,2,3-benzotriazole